S1C=NC2=C1C=CC(=C2)NC2=C1C(=NC=C2)SC(=C1)[C@@H]1[C@@H](N(CC1)CCO)C 2-((2S,3S)-3-(4-(benzo[d]thiazol-5-ylamino)thieno[2,3-b]pyridin-2-yl)-2-methylpyrrolidin-1-yl)ethan-1-ol